NC1CCC(CC1)COC1=NC(=NC=C1OC)NC1=CC=C(C=C1)N1CCOCC1 4-(((1R,4R)-4-aminocyclohexyl)methoxy)-5-methoxy-N-(4-morpholinophenyl)pyrimidin-2-amine